4-hydrazino-N,N-dimethylaniline N(N)C1=CC=C(N(C)C)C=C1